N1=C(C=CC=C1)OCC1CC(N1)=O 4-[(pyridin-2-yloxy)methyl]Azetidin-2-one